BrC=1C=C(C(=C(C(=O)NC2=CC=C(C=C2)C#N)C1)O)C(C)(C)C 5-Bromo-3-Tert-Butyl-N-(4-Cyanophenyl)-2-Hydroxybenzamide